C(CCCCCCCCC(=O)O)(=O)O hexamethylenediacetic acid